propionic acid, methyl ester C(CC)(=O)OC